N1=CC=C(C=C1)C=1C=C2CCN=CC2=CC1 6-(pyridin-4-yl)-3,4-dihydroisoquinoline